ClC1=C(C=CC=C1Cl)SC=1C=2N(C(=NC1)N1CCC3(CC1)C(CC1=CC=CC=C13)N)C=CN2 1'-(8-((2,3-dichlorophenyl)thio)imidazo[1,2-c]pyrimidin-5-yl)-2,3-dihydrospiro[indene-1,4'-piperidin]-2-amine